(1S,2S)-1-fluoro-2-vinylcyclopropane-1-carboxylic acid F[C@@]1([C@@H](C1)C=C)C(=O)O